trans-8-[[4-(N-Cyclopropyl-4-fluoro-2-methoxy-anilino)cyclohexyl]-methyl-amino]-5-methyl-6-oxo-1,5-naphthyridine-2-carbonitrile C1(CC1)N(C1=C(C=C(C=C1)F)OC)[C@@H]1CC[C@H](CC1)N(C1=CC(N(C=2C=CC(=NC12)C#N)C)=O)C